N-(3-hydroxy-3-methyl-7-((1-methyl-1H-pyrazol-4-yl)methoxy)chroman-6-yl)pyrazolo[1,5-a]pyrimidine-3-carboxamide OC1(COC2=CC(=C(C=C2C1)NC(=O)C=1C=NN2C1N=CC=C2)OCC=2C=NN(C2)C)C